2-(4-(1-methylethyl)phenyl)ethyl methacrylate C(C(=C)C)(=O)OCCC1=CC=C(C=C1)C(C)C